4-benzyl-6-chloro-3-[5-(2-chlorophenyl)-4,5-dihydro-1H-pyrazol-3-yl]-1H-quinolin-2-one C(C1=CC=CC=C1)C1=C(C(NC2=CC=C(C=C12)Cl)=O)C1=NNC(C1)C1=C(C=CC=C1)Cl